COC(=O)C1=CC=C2C(=CNC2=C1)C1=NC(=NC=C1C(F)(F)F)Cl 3-(2-chloro-5-(trifluoromethyl)pyrimidin-4-yl)-1H-indole-6-carboxylic acid methyl ester